[O-]S(=O)(=O)C(F)(F)F.ClC1=[N+](C2=CC=CC=C2C=C1)C 2-Chloro-1-methylquinolin-1-ium triflate